C(C=C)N(C1CCCCC1)CC1=NN=NN1C1=CC=C(C(=N1)C#N)Cl 6-(5-((allyl(cyclohexyl)amino)methyl)-1H-tetrazol-1-yl)-3-chloropicolinonitrile